(1S,2S)-N-(5-(7-ethoxy-5-ethyl-6-fluoro-1H-indazol-4-yl)thiazolo[5,4-b]pyridin-2-yl)-2-fluorocyclopropane-1-carboxamide C(C)OC=1C(=C(C(=C2C=NNC12)C1=CC=C2C(=N1)SC(=N2)NC(=O)[C@H]2[C@H](C2)F)CC)F